3-[6-[3-(3,4-difluorophenyl)-1H-pyrazol-4-yl]-1,5-naphthyridin-3-yl]-1-methyl-pyridin-2-one FC=1C=C(C=CC1F)C1=NNC=C1C=1N=C2C=C(C=NC2=CC1)C=1C(N(C=CC1)C)=O